ethyl trans-4-(4-methylpiperazin-1-yl)cyclohexanecarboxylate CN1CCN(CC1)[C@@H]1CC[C@H](CC1)C(=O)OCC